CN1C2=C(N(C=C1)C1CCNCC1)N=CC=C2C 1,8-dimethyl-4-(piperidin-4-yl)-1,4-dihydropyrido[2,3-b]Pyrazine